N1N=CC(=C1)C=1C(=NC=CC1)N(C(C1=C(C=C(C=C1)N1N=NC=2C1=NC=CC2)F)=O)[C@H]2CNCCC2 (R)-N-(3-(1H-pyrazol-4-yl)pyridin-2-yl)-4-(3H-[1,2,3]triazolo[4,5-b]pyridin-3-yl)-2-fluoro-N-(piperidin-3-yl)benzamide